C[Si](N)(C1=CC=CC=C1)C dimethyl-(phenyl)silaneamine